FC(OC1=C(C=C(C=C1)S(=O)(=O)C=1C=C2C=CN(CC2=CC1)C)C1=NN(C=C1NC(=O)C=1C=NN2C1N=CC=C2)C)F N-[3-[2-(difluoromethoxy)-5-[(2-methyl-1H-isoquinolin-6-yl)sulfonyl]phenyl]-1-methyl-pyrazol-4-yl]pyrazolo[1,5-a]pyrimidine-3-carboxamide